2-fluoro-4-(1-(4-methoxyphenyl)-3-(octahydroquinolin-1(2H)-yl)-1H-pyrazol-5-yl)benzonitrile FC1=C(C#N)C=CC(=C1)C1=CC(=NN1C1=CC=C(C=C1)OC)N1CCCC2CCCCC12